N-(4-methoxybenzyl)glycinate COC1=CC=C(CNCC(=O)[O-])C=C1